3-phenylpropan-2-enoic acid benzyl ester C(C1=CC=CC=C1)OC(C=CC1=CC=CC=C1)=O